FC=1C=C2[C@H](N3C(C2=CC1)=CN=C3)[C@H]3[C@@H](COCC3)O (3S,4S)-4-((R)-7-Fluoro-5H-imidazo[5,1-a]isoindol-5-yl)tetrahydro-2H-pyran-3-ol